1-(3-chloropyrazin-2-yl)ethyl-ammonium ClC=1C(=NC=CN1)C(C)[NH3+]